2-bromo-3-cyclopentylpropanoic acid BrC(C(=O)O)CC1CCCC1